COC(=O)[C@H]1C[C@@H](CCC1)NC(=O)OC(C)(C)C.C1=C(C=CC2=CC=CC=C12)C1C(C(OC2=CC=CC=C12)=O)S(=O)(=O)CC1=CC=CC=C1 (+)-4-(naphthalen-2-yl)-3-toluenesulfonyl-chroman-2-one methyl-(1R,3R)-3-(tert-butoxycarbonylamino)cyclohexanecarboxylate